5-benzyl 2-(tert-butyl) (3aR,4S,5S,6aR)-4-allyl-5-azidohexahydrocyclopenta[c]pyrrole-2,5(1H)-dicarboxylate C(C=C)[C@@H]1[C@@](C[C@H]2CN(C[C@H]21)C(=O)OC(C)(C)C)(C(=O)OCC2=CC=CC=C2)N=[N+]=[N-]